(3-(3-chloro-5-(trifluoromethyl)pyridin-2-yl)-2-oxo-2,3-dihydrobenzothiazol-5-yloxy)-N-benzyl-N-methylpropanamide ClC=1C(=NC=C(C1)C(F)(F)F)N1C(SC2=C1C=C(C=C2)OC(C(=O)N(C)CC2=CC=CC=C2)C)=O